NC1=C(C2=C([Se]1)C=CC=C2C=2C1=C(C=3C=NC(=NC3C2Cl)OC[C@@]23CCCN3CC(C2)=C(F)F)COC1)C#N 2-Amino-4-((R)-5-chloro-3-(((R)-2-(difluoromethylidene)tetrahydro-1H-pyrrolizin-7a(5H)-yl)methoxy)-7,9-dihydrofuro[3,4-f]quinazolin-6-yl)benzo[b]selenophene-3-carbonitrile